trinitroindene [N+](=O)([O-])C1=C(C(C2=CC=CC=C12)[N+](=O)[O-])[N+](=O)[O-]